CC1=C(C=CC=C1)\C=C\C=C\C1=CC=CC=C1 1-methyl-2-((1E,3E)-4-phenylbuta-1,3-dien-1-yl)benzene